CC=1N=C2N(C=CC(=C2)C)C1 2,7-dimethylimidazo[1,2-a]pyridine